2-buten-1,4-sultone C1C=CCOS1(=O)=O